Cl.BrC1=NC=CC=C1 Bromopyridin Hydrochlorid